NCCC1=C(NC2=CC=C3C(=C12)OCC3)C(=O)O 8-(2-aminoethyl)-3,6-dihydro-2H-furo[2,3-e]indole-7-carboxylic acid